6-butyl-3-[4-(cyclohexylmethyl)piperazine-1-carbonyl]-5-(2,6-dimethoxyphenyl)pyridine-2,4-diol C(CCC)C1=C(C(=C(C(=N1)O)C(=O)N1CCN(CC1)CC1CCCCC1)O)C1=C(C=CC=C1OC)OC